ClC1=CC(=C(C=N1)C1=NC=C(N=C1)OC1CCN(CC1)CCF)F 2-(6-Chloro-4-fluoropyridin-3-yl)-5-((1-(2-fluoroethyl)piperidin-4-yl)oxy)pyrazine